tert-butyl [2-(5-cyclopropyl-1,3-thiazol-4-yl)-2-oxoethyl]carbamate C1(CC1)C1=C(N=CS1)C(CNC(OC(C)(C)C)=O)=O